N-{5-[1-(pyridin-2-yl)-1H-pyrazol-4-yl]-1H-indol-3-yl}propanamide N1=C(C=CC=C1)N1N=CC(=C1)C=1C=C2C(=CNC2=CC1)NC(CC)=O